6-Chloro-8-(3-chloro-4-methoxy-phenyl)-1-methyl-9H-pyrido[3,4-b]indole ClC=1C=C2C3=C(NC2=C(C1)C1=CC(=C(C=C1)OC)Cl)C(=NC=C3)C